tert-butyl (2-bromo-3-chloro-5,7-dihydro-4H-thieno[2,3-c]pyran-7-yl)methyl(methyl)carbamate BrC1=C(C2=C(C(OCC2)CN(C(OC(C)(C)C)=O)C)S1)Cl